N-(cyclobutylmethyl)methylamine hydrochloride Cl.C1(CCC1)CNC